tert-butyl 5-carbamoyl-3,3-dimethylpiperidine-1-carboxylate C(N)(=O)C1CC(CN(C1)C(=O)OC(C)(C)C)(C)C